N-(2-hydroxy-2-methyl-propyl)-7-methyl-13,16-dioxa-18-thia-2,5,8-triazatetracyclo[8.8.0.02,6.011,17]octadeca-1(10),3,5,8,11(17)-pentaene-4-carboxamide OC(CNC(=O)C1=CN2C=3SC=4OCCOCC4C3C=NC(C2=N1)C)(C)C